(2S)-3-(4,4-difluoro-cyclohexyl)-2-[9H-fluoren-9-ylmethoxy-carbonyl(methyl)-amino]propanoic acid FC1(CCC(CC1)C[C@@H](C(=O)O)N(C)C(=O)OCC1C2=CC=CC=C2C=2C=CC=CC12)F